CN1C(=CC2=CC(=CC=C12)C#N)C1=C(C=CC=C1)C 1-methyl-2-(o-tolyl)-1H-indole-5-carbonitrile